proline hydroxycholine salt OOCC[N+](C)(C)C.N1[C@@H](CCC1)C(=O)[O-]